Isopropyl ((R)-(((1S,4R)-4-(2-amino-9H-purin-9-yl)cyclopent-2-en-1-yl)methoxy)(phenoxy)phosphoryl)-L-alaninate NC1=NC=C2N=CN(C2=N1)[C@H]1C=C[C@H](C1)CO[P@@](=O)(OC1=CC=CC=C1)N[C@@H](C)C(=O)OC(C)C